bis(2,4,6-trifluorophenyl)-4,4',5,5'-tetrakis(3-methoxyphenyl)-biimidazole FC1=C(C(=CC(=C1)F)F)C1(N=C(C(=N1)C1=CC(=CC=C1)OC)C1=CC(=CC=C1)OC)C1(N=C(C(=N1)C1=CC(=CC=C1)OC)C1=CC(=CC=C1)OC)C1=C(C=C(C=C1F)F)F